CC1=NC=NC(=C1C1=CC=C(N1)C(=O)N1[C@H]([C@H](CC1)C(=O)NC1=CC(=C(C(=C1)F)F)F)C)C (2S,3S)-1-(5-(4,6-dimethylpyrimidin-5-yl)-1H-pyrrole-2-carbonyl)-2-methyl-N-(3,4,5-trifluorophenyl)pyrrolidine-3-carboxamide